(R)-4-((2-(((6-(fluoromethyl)pyridin-2-yl)(1-methylcyclopentyl)methyl)amino)-3,4-dioxocyclobut-1-en-1-yl)amino)-3-hydroxy-N,N-dimethylpicolinamide FCC1=CC=CC(=N1)[C@@H](C1(CCCC1)C)NC1=C(C(C1=O)=O)NC1=C(C(=NC=C1)C(=O)N(C)C)O